3-(5-{4-[(3S)-3-methylcyclohexyl]piperazin-1-yl}-1H-pyrrolo[3,2-b]pyridin-3-yl)-1-[4-(trifluoromethyl)phenyl]urea C[C@@H]1CC(CCC1)N1CCN(CC1)C1=CC=C2C(=N1)C(=CN2)NC(NC2=CC=C(C=C2)C(F)(F)F)=O